N-((5-chloro-6-(thiazol-4-ylmethoxy)-1H-indol-2-yl)methyl)isobutyramide ClC=1C=C2C=C(NC2=CC1OCC=1N=CSC1)CNC(C(C)C)=O